C1(CCC1)C=1N=CC2=C(N1)NC=C2C2OC1=C(C(NC2)=O)C=CC=C1 (2-cyclobutyl-7H-pyrrolo[2,3-d]pyrimidin-5-yl)-3,4-dihydrobenzo[f][1,4]oxazepin-5(2H)-one